amino-β-indolylpropanoic acid NC(C(=O)O)CC=1NC2=CC=CC=C2C1